ClC=1C(=NC=CC1)CN1N=C2N([C@@H](CCC2)C(=O)N2C[C@H](CC2)F)C1=O (5S)-2-[(3-Chloropyridin-2-yl)methyl]-5-{[(3S)-3-fluoropyrrolidin-1-yl]carbonyl}-5,6,7,8-tetrahydro[1,2,4]triazolo[4,3-a]pyridin-3(2H)-one